C(C)SC1=C(N)C(=CC(=C1F)N1CC2=CC=C(C=C2CC1)F)C 2-(Ethylsulfanyl)-3-fluoro-4-(6-fluoro-3,4-dihydroisoquinolin-2(1H)-yl)-6-methylaniline